C(#N)C1=C(C=C(C=C1)C=1C=C(C=CC1N1CCC2(CCOC2)CC1)CN1[C@H]2CC[C@@](C1)(C2)NC([O-])=O)F N-[(1S,4S)-2-[[3-(4-cyano-3-fluoro-phenyl)-4-(2-oxa-8-azaspiro[4.5]decan-8-yl)phenyl]methyl]-2-azabicyclo[2.2.1]heptan-4-yl]carbamate